CC1(N(CCC(C1)OC1=CC=NC=C1)C(=O)OC(C)(C)C)C tert-butyl 2,2-dimethyl-4-(4-pyridyloxy)piperidine-1-carboxylate